ClC=1N=C(C2=C(N1)C=CO2)NC=2N=CN(C2)C2=CC=CC=C2 2-chloro-N-(1-phenyl-1H-imidazol-4-yl)furo[3,2-d]pyrimidin-4-amine